2-isocyanatomethyl-2-(3-isocyanatopropyl)-6-(2-isocyanatoethyl)-bicyclo-[2.2.1]-heptane N(=C=O)CC1(C2C(CC(C1)C2)CCN=C=O)CCCN=C=O